C(C)OC1=C(C=C(C=N1)C1=CC(=C2C(=N1)N=C(N2)C2=C(C=C(C=C2)N2CCC(CC2)C(=O)O)C)N(C)CC2(CCC2)COC)C(F)(F)F 1-(4-{5-[6-Ethoxy-5-(trifluoromethyl)pyridin-3-yl]-7-[{[1-(methoxymethyl)cyclobutyl]methyl}(methyl)amino]-1H-imidazo[4,5-b]pyridin-2-yl}-3-methylphenyl)piperidine-4-carboxylic acid